chloro-(2-dicyclohexylphosphino-2,6-diisopropoxy-1,1-biphenyl) ClC1C(C(=C(C=C1)OC(C)C)C1=CC=CC=C1)(OC(C)C)P(C1CCCCC1)C1CCCCC1